C(C)N1C(CCC1)CNC1=NN=C(C2=CC=CC=C12)C1=CC=C(C=C1)OC N-((1-ethylpyrrolidin-2-yl)methyl)-4-(4-methoxyphenyl)phthalazin-1-amine